(S)-N-(2-(1-(5-(6-ethoxypyrazin-2-yl)thiazol-2-yl)piperazin-2-yl)pyridin-4-yl)cyclopropanesulfonamide C(C)OC1=CN=CC(=N1)C1=CN=C(S1)N1[C@@H](CNCC1)C1=NC=CC(=C1)NS(=O)(=O)C1CC1